diEthoxydiethylsilane C(C)O[Si](CC)(CC)OCC